C(#N)C1=CC(=C(COC2=CC=CC(=N2)C2(CCN(CC2)[C@@H](C)C2=NC3=C(N2C[C@H]2OCC2)C=CC=C3)O)C=C1)F 2-((S)-1-(4-(6-((4-cyano-2-fluorobenzyl)oxy)pyridine-2-yl)-4-hydroxypiperidin-1-yl)ethyl)-1-(((S)-oxetan-2-yl)methyl)-1H-benzo[d]imidazole